1-((1S,4S)-5-(4-((4-((2-oxabicyclo[2.1.1]hexan-4-yl)methoxy)-3-chloro-2-fluorophenyl)amino)pyrido[3,2-d]pyrimidin-6-yl)-2,5-diazabicyclo[2.2.1]heptan-2-yl)prop-2-en-1-one C12OCC(C1)(C2)COC2=C(C(=C(C=C2)NC=2C1=C(N=CN2)C=CC(=N1)N1[C@@H]2CN([C@H](C1)C2)C(C=C)=O)F)Cl